6-[(5'S,7a'R)-3'-oxo-5'-phenyltetrahydro-1H,3'H-spiro[piperidine-4,2'-pyrrolo[2,1-b][1,3]oxazol]-1-yl]pyridine-3-carboxamide O=C1N2[C@H](OC13CCN(CC3)C3=CC=C(C=N3)C(=O)N)CC[C@H]2C2=CC=CC=C2